C(N)(=N)C=1C=C(SC1)[C@@H](C)NC(=O)[C@H]1N(CC2(OCCO2)C1)C(CNC(C1=CC=C(C=C1)OC1=CC=C(C=C1)C)=O)=O (S)-N-((R)-1-(4-carbamimidoylthiophen-2-yl)ethyl)-7-((4-(p-tolyloxy)benzoyl)glycyl)-1,4-dioxa-7-azaspiro[4.4]nonane-8-carboxamide